S1C2=C(C=C1C1=CC(=NC(=N1)C1=CNC3=NC=C(N=C31)Cl)N[C@@H]3[C@H](C1CCC3CC1)C(=O)OCC)C=CC=C2 (2S,3S)-ethyl 3-((6-(benzo[b]thiophen-2-yl)-2-(2-chloro-5H-pyrrolo[2,3-b]pyrazin-7-yl)pyrimidin-4-yl)amino)bicyclo[2.2.2]octane-2-carboxylate